(6-Aminospiro[3.3]heptane-2,2-diyl)dimethanol NC1CC2(CC(C2)(CO)CO)C1